NCCCCCCNCCC[Si](OC)(OC)OC N-(6-aminohexyl)-γ-aminopropyltrimethoxysilane